ClC=1C=CC(=NC1)[C@@]1(OC2=C(O1)C=CC=C2C2CCC(CC2)N(C2=NC1=C(N2C[C@H]2OCC2)C=C(C=C1OC)C(=O)OC)C)C Methyl 2-(((1S,4S)-4-((S)-2-(5-chloropyridin-2-yl)-2-methylbenzo[d][1,3]dioxol-4-yl)cyclohexyl)(methyl)amino)-4-methoxy-1-(((S)-oxetan-2-yl)methyl)-1H-benzo[d]imidazole-6-carboxylate